(S)-N-(4-(4-amino-7-methyl-5-(4-(pyrrolidine-1-carbonyl)cyclohex-1-en-1-yl)-7H-pyrrolo[2,3-d]pyrimidin-6-yl)-3-methylphenyl)acrylamide NC=1C2=C(N=CN1)N(C(=C2C2=CC[C@H](CC2)C(=O)N2CCCC2)C2=C(C=C(C=C2)NC(C=C)=O)C)C